C1(=CC=CC=C1)C(=C)C1=CC=CC=C1 1,1-di(phenyl)ethylene